(2R,3S)-3-acetamido-2-methylazetidine-1-carboxylic acid tert-butyl ester C(C)(C)(C)OC(=O)N1[C@@H]([C@H](C1)NC(C)=O)C